N(C(=N)N)C=1C(NC(NC1)=O)=O 5-(guanidinyl)uracil